2-((2S,4R)-4-amino-1-(6-chloroimidazo[1,2-a]pyridine-2-carbonyl)pyrrolidin-2-yl)-N-((R)-6-guanidino-1-(methylamino)-1-oxohexan-2-yl)thiazole-4-carboxamide N[C@@H]1C[C@H](N(C1)C(=O)C=1N=C2N(C=C(C=C2)Cl)C1)C=1SC=C(N1)C(=O)N[C@@H](C(=O)NC)CCCCNC(=N)N